(9H-fluoren-9-yl)methyl ((S)-1-(2-((2S,3S)-3-((tert-butoxycarbonyl)amino)-2-hydroxy-4-(4-iodophenyl)butyl)hydrazinyl)-3,3-dimethyl-1-oxobutan-2-yl)carbamate C(C)(C)(C)OC(=O)N[C@H]([C@H](CNNC([C@H](C(C)(C)C)NC(OCC1C2=CC=CC=C2C=2C=CC=CC12)=O)=O)O)CC1=CC=C(C=C1)I